N-phenylspiro[benzo[c]fluorene-7,9'-fluorene]-9-amine C1(=CC=CC=C1)NC=1C=CC=2C=3C4=C(C=CC3C3(C5=CC=CC=C5C=5C=CC=CC35)C2C1)C=CC=C4